4-(3-penten-1-yl)bromobenzene C(CC=CC)C1=CC=C(C=C1)Br